BrC=1C(=C(N(C1)C(=O)OC(C)(C)C)C(=O)OCC)C1=NC=CC(=C1)C 1-(tert-butyl) 2-ethyl 4-bromo-3-(4-methylpyridin-2-yl)-1H-pyrrole-1,2-dicarboxylate